ClC1=NC=C(C(=N1)C)C1=C(C=C(C=C1)C(C(=O)N)C1=C(C=CC=C1)Cl)S(N=CN(C)C)(=O)=O [4-(2-chloro-4-methylpyrimidin-5-yl)-3-{[(dimethylamino)methylene]Sulfamoyl}phenyl]-2-(2-chlorophenyl)acetamide